4-(2-Chlorophenyl)-2-(3-thienyl)imidazole ClC1=C(C=CC=C1)C=1N=C(NC1)C1=CSC=C1